trans-3-(3,4-dihydroxyphenyl)propenoic acid OC=1C=C(C=CC1O)/C=C/C(=O)O